9,9-dimethyl-2,7-diiodofluorene CC1(C2=CC(=CC=C2C=2C=CC(=CC12)I)I)C